C(C)OC(CCN=C=O)(OCC)OCC triethoxypropyl isocyanate